6-(6-Chloro-5-fluoro-4-methylpyridin-3-yl)-4,7-dimethyl-7H-pyrrolo[2,3-d]pyrimidine ClC1=C(C(=C(C=N1)C1=CC2=C(N=CN=C2C)N1C)C)F